FC=1C(=CC(=NC1)OC)C1=CC(=NN1COCC[Si](C)(C)C)C(=O)O 5-(5-Fluoro-2-methoxypyridin-4-yl)-1-((2-(trimethylsilyl)ethoxy)methyl)-1H-pyrazole-3-carboxylic acid